5-(3-hydroxy-5-methoxyphenyl)nicotinohydrazide OC=1C=C(C=C(C1)OC)C=1C=NC=C(C(=O)NN)C1